FC1=C2C=C(NC2=CC(=C1)F)C=1OC=CN1 2-(4,6-difluoro-1H-indol-2-yl)oxazole